C1(CC1)CN1C(=CC2=CC=CC(=C12)C1CCNCC1)C1=NN2C(C=CC(=C2)C(=O)OCC)=C1C Ethyl 2-(1-(cyclopropylmethyl)-7-(piperidin-4-yl)-1H-indol-2-yl)-3-methylpyrazolo[1,5-a]pyridine-6-carboxylate